[I-].ClC1=[N+](C=CC2=C1C(=CN2CC(F)(F)F)I)CC 4-Chloro-5-ethyl-3-iodo-1-(2,2,2-trifluoroethyl)-1H-pyrrolo[3,2-c]pyridin-5-ium iodide